C(N)(O[C@H](COCC1=NN2C(CN(CC2)CC2=CC=C(C=C2)OC)=C1C(F)(F)F)CC(C)(C)C)=O tert-butyl-(S)-(1-((5-(4-methoxybenzyl)-3-(trifluoromethyl)-4,5,6,7-tetrahydropyrazolo[1,5-a]pyrazin-2-yl) methoxy) propan-2-yl) carbamate